tert-butyl (3R)-3-[(2S)-1-(tert-butoxy)-1-oxo-3-[3-(4,4,5,5-tetramethyl-1,3,2-dioxaborolan-2-yl)phenyl](3,3-2H2)propan-2-yl]pyrrolidine-1-carboxylate C(C)(C)(C)OC([C@@H](C([2H])([2H])C1=CC(=CC=C1)B1OC(C(O1)(C)C)(C)C)[C@@H]1CN(CC1)C(=O)OC(C)(C)C)=O